4-cyanophenyl thiobenzoate C(C1=CC=CC=C1)(=S)OC1=CC=C(C=C1)C#N